[Y].[Au] gold-yttrium